Cl.O=C1N(C2=C(N1)C=CC(=C2)C(=O)OC)C2CCNCC2 methyl 2-oxo-3-(piperidin-4-yl)-2,3-dihydro-1H-benzo[d]imidazole-5-carboxylate hydrochloride